(R)-1-(2-methoxyphenyl)ethan-1-amine COC1=C(C=CC=C1)[C@@H](C)N